C1(CC1)CC1=NN(C(=C1N)C)C 3-(cyclopropylmethyl)-1,5-dimethyl-1H-pyrazol-4-amine